C(C)(C)(C)C1=CC=C(C=C1)CC(=O)NC1=CN(C(C=C1)=O)C1=CC=CC=C1 2-(4-tert-butylphenyl)-N-(6-oxo-1-phenyl-1,6-dihydropyridin-3-yl)acetamide